BrC=1C(=C(C(=O)OC)C(=CC1)CC)F methyl 3-bromo-6-ethyl-2-fluorobenzoate